2-[4-(Aminoiminomethyl)phenyl]-1H-Indole-6-carboximidamide hydrochloride Cl.NN=CC1=CC=C(C=C1)C=1NC2=CC(=CC=C2C1)C(N)=N